CC1=C(C(=O)OC)C=CC(=C1)C methyl 2,4-dimethylbenzoate